naphthalene-1,3,5-trisulphonate C1(=CC(=CC=2C(=CC=CC12)S(=O)(=O)[O-])S(=O)(=O)[O-])S(=O)(=O)[O-]